C(C(C)C)C=1N=C(C2=C(N1)CCC2)NC=2N=CN(C2)C2=CC(=C(C(=C2)OC)OC)OC 2-isobutyl-N-(1-(3,4,5-trimethoxyphenyl)-1H-imidazol-4-yl)-6,7-dihydro-5H-cyclopenta[d]pyrimidin-4-amine